C(C)(=O)OC(C)(C=C)CCC=C(C)C linalyl (R)-acetate